C(#N)C1=C(C=C(C=C1)C1=NC(=NC2=C(C=C(C=C12)C1=C(C=CC=C1)C(F)(F)F)F)N1CCC(CC1)NC([O-])=O)F (1-(4-(4-cyano-3-fluorophenyl)-8-fluoro-6-(2-trifluoromethylphenyl)quinazolin-2-yl)piperidin-4-yl)carbamate